2-[(Pyridin-3-ylmethyl)sulfanyl]ethyl 4-[2-(4-fluorophenyl)-4-oxo-1,3-thiazolidin-3-yl]-3-methylbenzoate FC1=CC=C(C=C1)C1SCC(N1C1=C(C=C(C(=O)OCCSCC=2C=NC=CC2)C=C1)C)=O